N-(4-((2-(2-fluoropropan-2-yl)pyrimidin-4-yl)amino)-5-(2-methylpyrimidin-4-yl)pyridin-2-yl)acetamide FC(C)(C)C1=NC=CC(=N1)NC1=CC(=NC=C1C1=NC(=NC=C1)C)NC(C)=O